6-tetradecanol CCCCCC(CCCCCCCC)O